4-(4-{[4-({5-[(trifluoromethyl)sulfanyl]pyridin-2-yl}amino)piperidin-1-yl]sulfonyl}phenyl)pyridine-2-carboxamide FC(F)(F)SC=1C=CC(=NC1)NC1CCN(CC1)S(=O)(=O)C1=CC=C(C=C1)C1=CC(=NC=C1)C(=O)N